COC1=C(C=CC(=C1)C2=C(C(=O)C3=C(C=C(C=C3O2)O[C@H]4[C@@H]([C@H]([C@@H]([C@H](O4)CO)O)O)O)O)O)O The molecule is a glycosyloxyflavone that is isorhamnetin substituted at position 7 by a beta-D-glucosyl residue. It has a role as a metabolite. It is a beta-D-glucoside, a glycosyloxyflavone, a monomethoxyflavone, a monosaccharide derivative and a trihydroxyflavone. It derives from a beta-D-glucose and an isorhamnetin.